C1(=CC=CC=C1)C=1C=CC=2N(C3=CC=C(C=C3C2C1)C1=CC=CC=C1)C1=C(C#N)C(=C(C(=C1N1C2=C(C3=CC=CC=C13)C=CN=C2)N2C1=C(C3=CC=CC=C23)C=CN=C1)N1C2=CC=C(C=C2C=2C=C(C=CC12)C1=CC=CC=C1)C1=CC=CC=C1)C1=NC(=CC=C1)C 2,5-bis(3,6-diphenyl-9H-carbazol-9-yl)-6-(6-methylpyridin-2-yl)-3,4-bis(9H-pyrido[3,4-b]indol-9-yl)benzonitrile